tert-Butyl 7-[[3-(4-chloro-3,5-dimethyl-pyrazol-1-yl)benzoyl]amino]-2,3-dihydro-1,4-benzoxazine-4-carboxylate ClC=1C(=NN(C1C)C=1C=C(C(=O)NC2=CC3=C(N(CCO3)C(=O)OC(C)(C)C)C=C2)C=CC1)C